N1C(=NC=C1)C1=NC(=CC=C1)C=1NC=CN1 2,6-diimidazolyl-pyridine